2-[(4-bromo-2-chloro-5-methoxyphenyl)methoxy]oxane BrC1=CC(=C(C=C1OC)COC1OCCCC1)Cl